3,4,7,8-tetramethylphenanthroline CC=1C=NC2=C3N=CC(=C(C3=CC=C2C1C)C)C